COC(=O)C=1OC2=C(C1OCC(C)=O)C=C(C=C2)F 5-Fluoro-3-(2-oxopropoxy)benzofuran-2-carboxylic acid methyl ester